C[C@@H]1N(CCN(C1)C)C(=O)OC=1C=C2C(=NC=NC2=CC1OC)C=1C(=NN(C1)CC(F)(F)F)C1=CC=CC=C1.OC(CNCCN)O N'-(bishydroxyethyl) ethylenediamine 7-methoxy-4-(3-phenyl-1-(2,2,2-trifluoroethyl)-1H-pyrazol-4-yl)quinazolin-6-yl (S)-2,4-dimethylpiperazine-1-carboxylate